N1C2(CC3=CC=CC=C13)OC1=CC=CC=C1C=C2 Spiro[Chromene-2,2'-Indoline]